phosphonomethylmaleate P(=O)(O)(O)C/C(/C(=O)[O-])=C/C(=O)[O-]